N1(ONCC1)CCNC(C=C)=O N-[2-(2-oxa-1-imidazolidinyl)ethyl]acrylamide